C(CCC)OC1=CC=C(C=C1)N=NC1=CC=C(C=C1)OCCCC 4,4'-dibutoxyazobenzene